N12C[C@H](C(CC1)CC2)OC(N[C@@H]2C(CC1=CC(=CC=C21)C2=C(C=C(C=C2)OCC2CC2)Cl)(C)C)=O (S)-quinuclidin-3-yl((R)-5-(2-chloro-4-(cyclopropylmethoxy)phenyl)-2,2-dimethyl-2,3-dihydro-1H-inden-1-yl)carbamate